(5S)-1-[4-(4-amino-7-methyl-5-{4-[(4-methylpyrimidin-2-yl)oxy]phenyl}-7H-pyrrolo[2,3-d]pyrimidin-6-yl)phenyl]-5-methyl-3-methylenepyrrolidin-2-one NC=1C2=C(N=CN1)N(C(=C2C2=CC=C(C=C2)OC2=NC=CC(=N2)C)C2=CC=C(C=C2)N2C(C(C[C@@H]2C)=C)=O)C